C(C1=CC=CC=C1)NC(C[N+]1(CCCCCC1)CC(=O)NC1=C(SC=C1C)C(=O)OC(C)(C)C)=O 1-(2-(benzylamino)-2-oxoethyl)-1-(2-((2-(tert-butoxycarbonyl)-4-methylthiophen-3-yl)amino)-2-oxoethyl)azepan-1-ium